CC1=NC2=CC=C(C=C2C(=N1)C1=CC(=C(C=C1)N1CCN(CC1)CCOC)F)Br methyl-6-bromo-4-(3-fluoro-4-(4-(2-methoxyethyl)piperazin-1-yl)phenyl)quinazoline